CC=1OC=C(N1)C 2,4-dimethyloxazole